3-bromo-N-(2-tert-butylpyrimidin-5-yl)-5-(2-methoxyethoxy)benzamide BrC=1C=C(C(=O)NC=2C=NC(=NC2)C(C)(C)C)C=C(C1)OCCOC